BrC=1N=C(SC1)CO[Si](C)(C)C(C)(C)C bromo-2-(((tert-butyldimethylsilyl)oxy)methyl)thiazole